CN1C(CC(CC1(C)C)OC(C(C(=O)OC1CC(N(C(C1)(C)C)C)(C)C)(CC1=C(C(=CC(=C1)C(C)(C)C)C(C)(C)C)O)CCCC)=O)(C)C 2-n-butyl-2-(2-hydroxy-3,5-di-tert-butylbenzyl)malonic acid bis(1,2,2,6,6-pentamethylpiperidin-4-yl) ester